((2R,3R,4S,5R)-3-(benzoyloxy)-5-bromo-4-fluorotetrahydrofuran-2-yl)methyl benzoate C(C1=CC=CC=C1)(=O)OC[C@H]1O[C@@H]([C@H]([C@@H]1OC(C1=CC=CC=C1)=O)F)Br